5-((5-chloro-4-((3aR,6aS)-5-(cyclopropylcarbonyl)-3a,6a-dimethylhexahydropyrrolo[3,4-c]pyrrol-2(1H)-yl)pyrimidin-2-yl)amino)pyridine-2-carboxylic acid methyl ester COC(=O)C1=NC=C(C=C1)NC1=NC=C(C(=N1)N1C[C@]2(CN(C[C@]2(C1)C)C(=O)C1CC1)C)Cl